10-aminodecenoate NCCCCCCCC=CC(=O)[O-]